ClC1=CC=C(C=C1)C1=C(N(C(N1C[C@@H](C(F)(F)F)O)=O)CC1=NN(C(=N1)[C@H](C)O)C1=CC(=CC=C1)Cl)C#N 5-(4-chlorophenyl)-3-((1-(3-chlorophenyl)-5-((S)-1-hydroxyethyl)-1H-1,2,4-triazol-3-yl)methyl)-2-oxo-1-((S)-3,3,3-trifluoro-2-hydroxypropyl)-2,3-dihydro-1H-imidazole-4-carbonitrile